(3S)-3-[5-[4-(7-azaspiro[3.5]nonan-2-ylmethyl)piperazin-1-yl]-1-oxo-isoindolin-2-yl]piperidine-2,6-dione C1C(CC12CCNCC2)CN2CCN(CC2)C=2C=C1CN(C(C1=CC2)=O)[C@@H]2C(NC(CC2)=O)=O